benzyl (S)-(2-(7-ethyl-7-hydroxy-8,11-dioxo-7,8,11,13-tetrahydro-10H-[1,3]dioxolo[4,5-g]pyrano[3',4':6,7]indolizino[1,2-b]quinolin-14-yl)ethyl)(methyl)carbamate C(C)[C@]1(C(OCC=2C(N3CC=4C(=NC=5C=C6C(=CC5C4CCN(C(OCC4=CC=CC=C4)=O)C)OCO6)C3=CC21)=O)=O)O